ClC=1C(=NC=C(C1)[N+](=O)[O-])C1COC1 3-chloro-5-nitro-2-(oxetan-3-yl)pyridine